(1S,3R)-3-aminocyclopentane-1-carboxylic acid methyl ester COC(=O)[C@@H]1C[C@@H](CC1)N